ClC1=CC(=C(C=C1)C1(CC1)C(=O)O)OC 1-(4-chloro-2-methoxyphenyl)cyclopropane-1-carboxylic acid